N1=C(C=CC=C1)NS(=O)(=O)C1=NC=CC=C1 N-(pyridin-2-yl)pyridinyl-sulfonamide